C1(=CC=CC=C1)C1(CC=CC=C1)C1=CC=CC=C1 2,2-diphenylbenzene